BrC1=C(C=C(C(=N)NO)C=C1)C(F)(F)F 4-bromo-N-hydroxy-3-(trifluoromethyl)benzamidine